[Cl-].ClCC1=CC=C(C[N+](CCCCCCCCCCCC)(C)C)C=C1 N-(4-Chloromethylbenzyl)-N,N-Dimethyldodecan-1-Aminium Chloride